ClC1=C(C(=CC=2C=3N(CCOC21)C=NC3)C(=O)NC3CCC(CC3)OCCOC)C 8-Chloro-N-((1r,4r)-4-(2-methoxyethoxy)cyclohexyl)-9-methyl-5,6-dihydrobenzo[f]imidazo[1,5-d][1,4]oxazepine-10-carboxamide